C(C=C)CS(=O)(=O)NCC[Ti](C1=C(C(=CC=C1F)CCCN(CC(C)C)S(=O)(=O)C1=CC=CC=C1)F)(C1=C(C(=CC=C1F)CCCN(CC(C)C)S(=O)(=O)C1=CC=CC=C1)F)(C1C=CC=C1)C1C=CC=C1 2-(N-allylmethylsulfonylamino)ethyl-di(cyclopentadienyl)-bis[2,6-difluoro-3-(3-(N-isobutylphenylsulfonylamino)propyl)phenyl]titanium